6-(chloromethyl)-4-(trifluoro-methyl)-2,3-dihydroisoindol-1-one ClCC1=CC(=C2CNC(C2=C1)=O)C(F)(F)F